C(C)N(CC)CC.CC1(C=NC=2C=CC3=C(C12)C=CC(=C3)S(=O)(=O)O)C 1,1-dimethylbenzo[E]indole-7-sulfonic acid triethylamine salt